3-[[4-Chloro-6-(1,2,3,4-tetrahydroisoquinolin-4-yloxy)-5-(trifluoromethyl)pyrimidin-2-yl]sulfamoyl]benzoic acid ClC1=NC(=NC(=C1C(F)(F)F)OC1CNCC2=CC=CC=C12)NS(=O)(=O)C=1C=C(C(=O)O)C=CC1